4-[5-(4-fluorophenyl)-2-{9-oxa-3,7-diazabicyclo[3.3.1]nonan-3-yl}pyrimidin-4-yl]benzonitrile FC1=CC=C(C=C1)C=1C(=NC(=NC1)N1CC2CNCC(C1)O2)C2=CC=C(C#N)C=C2